ClC=1C=CC=C2C3(C(N(C12)C1=CC=C(C=C1)C[C@@H](C(=O)O)NC(C1=C(C=C(C=C1Cl)N1CCOCC1)Cl)=O)=O)CC3 (S)-3-(4-(7'-chloro-2'-oxospiro[cyclopropane-1,3'-indolin]-1'-yl)phenyl)-2-(2,6-dichloro-4-morpholinylbenzoylamino)propionic acid